C1(=CC=C(C=C1)SCC)C ethyl (4-tolyl) sulfide